(7'S)-9'-(2,6-difluorophenyl)-3',7'-dimethyl-spiro[1,3-dioxolane-2,14'-18-thia-2,4,5,8-tetraazatetracyclo[8.8.0.02,6.011,17]octadeca-1(10),3,5,8,11(17)-pentaene] FC1=C(C(=CC=C1)F)C1=N[C@H](C2=NN=C(N2C=2SC=3CCC4(CCC3C12)OCCO4)C)C